(2-((4-((S)-2-(4-chloro-2-fluorophenyl)-2-methylbenzo[d][1,3]dioxol-4-yl)piperidin-1-yl)methyl)-4-fluoro-1-(((S)-oxetan-2-yl)methyl)-1H-imidazol-5-yl)methanol ClC1=CC(=C(C=C1)[C@@]1(OC2=C(O1)C=CC=C2C2CCN(CC2)CC=2N(C(=C(N2)F)CO)C[C@H]2OCC2)C)F